(2-mercapto-1-(oxetan-2-ylmethyl)-1H-imidazol-5-yl)methanol SC=1N(C(=CN1)CO)CC1OCC1